Methyl 5-(2-(4-((tert-butoxycarbonyl)amino)butoxy)ethoxy)-3-(methylamino)pyrimido[4,5-c]quinoline-8-carboxylate C(C)(C)(C)OC(=O)NCCCCOCCOC1=NC=2C=C(C=CC2C2=C1N=C(N=C2)NC)C(=O)OC